4-[4-[5-chloro-6-oxo-2-(4-pyridinyl)-1H-pyrimidin-4-yl]piperidine-1-carbonyl]benzonitrile ClC1=C(N=C(NC1=O)C1=CC=NC=C1)C1CCN(CC1)C(=O)C1=CC=C(C#N)C=C1